N-(6-((2R,4S)-2-(6-cyclopropylimidazo[1,2-a]pyrimidin-2-yl)-4-hydroxypyrrolidin-1-yl)pyrimidin-4-yl)-2-(4-methylpyridin-2-yl)cyclopropane-1-carboxamide C1(CC1)C=1C=NC=2N(C1)C=C(N2)[C@@H]2N(C[C@H](C2)O)C2=CC(=NC=N2)NC(=O)C2C(C2)C2=NC=CC(=C2)C